C1(=CC=CC=C1)C1CC2NC(C=3C=CC4=C(C[C@]5(C(NC=6N=CC(/C=C/COCCOCCOCCN(C1)C2=O)=CC56)=O)C4)C3)=O (1R,25E)-12-phenyl-17,20,23-trioxa-9,14,29,31-tetrazahexacyclo[25.5.2.11,4.13,7.110,14.030,33]heptatriaconta-3,5,7(36),25,27(34),28,30(33)-heptaene-8,32,35-trione